C(C)(C)(C)OC(=O)N1C2CC(C(C1)C2)CC(=O)OC 5-(2-methoxy-2-oxoethyl)-2-azabicyclo[2.2.1]heptane-2-carboxylic acid tert-butyl ester